C(CCCCC=C)[Si](Cl)(Cl)CCCCCCC=C (6-heptenyl)(7-octenyl)dichlorosilane